tert-butyl (5-(((2-(pyrrolidin-1-yl)ethyl)amino)methyl)pyridin-2-yl)carbamate N1(CCCC1)CCNCC=1C=CC(=NC1)NC(OC(C)(C)C)=O